3-[(3R)-1-azabicyclo[2.2.2]oct-3-yloxy]-5-(5-ethyl-1,3-thiazol-2-yl)-N-{(1R)-1-[2-(trifluoromethyl)pyrimidin-5-yl]ethyl}benzamide (3',5'-di-tert-butyl-4'-hydroxyphenyl)propionate C(C)(C)(C)C=1C=C(C=C(C1O)C(C)(C)C)OC(CC)=O.N12C[C@@H](C(CC1)CC2)OC=2C=C(C(=O)N[C@H](C)C=1C=NC(=NC1)C(F)(F)F)C=C(C2)C=2SC(=CN2)CC